[Cl-].N1=C(C=CC=C1)C1=NC=CC=C1.N1=C(C=CC=C1)C1=NC=CC=C1.N1=C(C=CC=C1)C1=NC=CC=C1.[Ru+2].[Cl-] ruthenium (II) tris(bipyridyl) chloride